O[C@H]1[C@](C[C@]2(CNC(O2)=O)CC1)(C)CN1C=NC2=C1C=C(C=C2)C#N (((5S,7S,8R)-8-hydroxy-7-methyl-2-oxo-1-oxa-3-azaspiro[4.5]decan-7-yl)methyl)-1H-benzo[d]imidazole-6-carbonitrile